6-{4-[(6-methoxypyridin-3-yl)oxy]piperidin-1-yl}-5-methyl-N-pyridin-3-ylpyridazine-3-carboxamide COC1=CC=C(C=N1)OC1CCN(CC1)C1=C(C=C(N=N1)C(=O)NC=1C=NC=CC1)C